P1(=O)(OC2=C(C=C(C=C2OC(C)(C)C)OC(C)(C)C)CC2=C(C(=CC(=C2)OC(C)(C)C)OC(C)(C)C)O1)[O-].[Na+] sodium 2,2'-methylene-bis(4,6-di-tert-butoxyphenyl) phosphate